7-(5-Methyltetrazol-2-yl)-2-oxo-isoquinolin-2-ium CC=1N=NN(N1)C1=CC=C2C=C[N+](CC2=C1)=O